5-amino-1-(3-hydroxy-2,6-dimethylphenyl)-3-(5,6,7,8-tetrahydroimidazo[1,5-a]pyridin-3-yl)-1H-pyrazole-4-carboxamide NC1=C(C(=NN1C1=C(C(=CC=C1C)O)C)C1=NC=C2N1CCCC2)C(=O)N